2-amino-7-(2-(2-hydroxyethyl-amino)ethyl)-1H-purin-6(7H)-one NC=1NC(C=2N(C=NC2N1)CCNCCO)=O